C1(=CC=CC=C1)NC=CC(=O)C1=CC=C(C=C1)S(=O)(=O)C 3-(phenylamino)-1-(4-methylsulfonylphenyl)-2-propen-1-one